N-((3R,4S)-7-FLUORO-3-(4-OXA-7-AZASPIRO[2.5]OCTAN-7-YL)CHROMAN-4-YL)-6-(TRIFLUOROMETHYL)-7H-PYRROLO[2,3-D]PYRIMIDIN-4-AMINE FC1=CC=C2[C@@H]([C@H](COC2=C1)N1CCOC2(CC2)C1)NC=1C2=C(N=CN1)NC(=C2)C(F)(F)F